4-(2-azidoethyl)-1-fluorobenzene N(=[N+]=[N-])CCC1=CC=C(C=C1)F